2-[[4-[3-fluoro-5-isopropoxy-2-(2H-tetrazol-5-yl)phenyl]piperazin-1-yl]methyl]-3H-quinazolin-4-one FC=1C(=C(C=C(C1)OC(C)C)N1CCN(CC1)CC1=NC2=CC=CC=C2C(N1)=O)C=1N=NNN1